C(=CCC)C(=C)OF perfluoro 1-butenyl-vinyl ether